(S)-2-(5-bromopyridin-2-yl)-4-methyl-4,5-dihydrooxazole BrC=1C=CC(=NC1)C=1OC[C@@H](N1)C